C1(=CC=CC=C1)COC1=NC=C(C(=O)NC(C(=O)O)\C=C\C(C)(C)C)C=C1 (E)-2-[6-(phenylmethoxy)nicotinoylamino]-5,5-dimethyl-3-hexenoic acid